ClC1=C(C=C(C=C1)C=1C=NN(C1)C1=C(C(=NN1C)OS(=O)(=O)C(C(F)(F)Cl)(F)F)C(F)(F)F)C(N(C)C1(CC1)C#N)=O [5-[4-[4-chloro-3-[(1-cyanocyclopropyl)-methyl-carbamoyl]phenyl]pyrazol-1-yl]-1-methyl-4-(trifluoromethyl)pyrazol-3-yl]2-chloro-1,1,2,2-tetrafluoro-ethanesulfonate